C(C)C=1C(NC=2C=C(C=NC2C1)C(=O)OCC)=O ethyl 7-ethyl-6-oxo-5,6-dihydro-1,5-naphthyridine-3-carboxylate